4-[7-(3-hydroxy-1-naphthyl)-2-[[(2S)-1-methylpyrrolidin-2-yl]methoxy]-5,6,7,8-tetrahydroquinazolin-4-yl]-1-prop-2-enoyl-piperidine-4-carbonitrile OC=1C=C(C2=CC=CC=C2C1)C1CCC=2C(=NC(=NC2C1)OC[C@H]1N(CCC1)C)C1(CCN(CC1)C(C=C)=O)C#N